ethyl 3-[(4R)-4-[2-[5-[(6,7-difluoro-4-methylsulfonyl-1H-indol-5-yl)oxy]-2-fluoro-phenyl]-1H-imidazol-4-yl]-4-methyl-chroman-8-yl]propanoate FC1=C(C(=C2C=CNC2=C1F)S(=O)(=O)C)OC=1C=CC(=C(C1)C=1NC=C(N1)[C@@]1(CCOC2=C(C=CC=C12)CCC(=O)OCC)C)F